COC(=O)C1=CC=CO1 methyl furancarboxylate